3-(tetradecylamino)propane-1,2-diol C(CCCCCCCCCCCCC)NCC(CO)O